(2S,4R)-4-(6-(1H-indazol-4-yl)nicotinamido)-2-((1H-pyrazol-1-yl)methyl)pyrrolidine-1-carboxylic acid tert-butyl ester C(C)(C)(C)OC(=O)N1[C@@H](C[C@H](C1)NC(C1=CN=C(C=C1)C1=C2C=NNC2=CC=C1)=O)CN1N=CC=C1